6-[3-(difluoromethoxy)-4-fluoro-phenyl]pyrazolo[4,3-b]pyridine FC(OC=1C=C(C=CC1F)C=1C=C2C(=NC1)C=NN2)F